[6-(4,4-difluorocyclohexyl)-5-fluoropyridin-3-yl]Methanol FC1(CCC(CC1)C1=C(C=C(C=N1)CO)F)F